4-fluorohexylbenzenesulfonic acid FC(CCCC1=C(C=CC=C1)S(=O)(=O)O)CC